ClC1=C(C(=O)NC2=CC=C(C=C2)C=2C3=C(NCCN2)C2=CC=CC=C2C=C3)C(=CC=C1)O 5-[4-(2-chloro-6-hydroxybenzoylamino)phenyl]-1,3-dihydronaphtho[1,2-e]-1,4-diazepine